BrCCNC(N(C1=CC(=CC=C1)C(F)(F)F)C=1SC=C(N1)C1=CC(=CC=C1)[N+](=O)[O-])=O 3-(2-bromoethyl)-1-[4-(3-nitrophenyl)thiazol-2-yl]-1-[3-(trifluoromethyl)phenyl]Urea